1-methyl-2-((6-((tetrahydro-2H-pyran-4-yl)oxy)benzo[d]oxazol-2-yl)amino)-1H-benzo[d]imidazole-5-carboxylic acid ethyl ester C(C)OC(=O)C1=CC2=C(N(C(=N2)NC=2OC3=C(N2)C=CC(=C3)OC3CCOCC3)C)C=C1